4-bromo-2,6-bis(methyl-d3)aniline BrC1=CC(=C(N)C(=C1)C([2H])([2H])[2H])C([2H])([2H])[2H]